NC=1C=NN(C1C(F)(F)F)C1=C(C#N)C=CC=C1 2-[4-amino-5-(trifluoromethyl)-1H-pyrazol-1-yl]benzonitrile